N1=CN=C(C2=C1NC=C2)C=2C=CC(=NC2)N2CC1N(C(C2)C1)CC1=CC=C(C=C1)O 4-((3-(5-(7H-pyrrolo[2,3-d]pyrimidin-4-yl)pyridin-2-yl)-3,6-diazabicyclo[3.1.1]heptane-6-yl)methyl)phenol